ClC1=NC=C(C(=N1)C=1N(C2=CC(=CC=C2C1)[N+](=O)[O-])C)Cl (2,5-dichloropyrimidin-4-yl)-1-methyl-6-nitro-indole